(3S)-1-methyl-3-(5-(2-methyl-4-(oxetan-3-yl)piperazin-1-yl)pyridin-2-ylamino)-5-(4,4,5,5-tetramethyl-1,3,2-dioxaborolan-2-yl)pyridin-2(1H)-one CN1C(C(=CC(=C1)B1OC(C(O1)(C)C)(C)C)NC1=NC=C(C=C1)N1C(CN(CC1)C1COC1)C)=O